N1(CCCCC1)C1CCN(CC1)C1=C(C=C(C=N1)C1=CC=2C3=C(C=NC2C=C1)N(C(C31CC1)=O)C)NS(N(C)CC)(=O)=O 8'-(6-{[1,4'-Bipiperidine]-1'-yl}-5-{[ethyl(methyl)sulfamoyl]amino}pyridin-3-yl)-3'-methyl-2',3'-dihydrospiro[cyclopropane-1,1'-pyrrolo[2,3-c]quinoline]-2'-one